[1-[1-(2,6-dioxo-3-piperidyl)-5-fluoro-indolin-4-yl]-4-piperidyl]-N-methyl-carbamate O=C1NC(CCC1N1CCC2=C(C(=CC=C12)F)N1CCC(CC1)OC(NC)=O)=O